C(C)(C)(C)OC(=O)N1C[C@@H](CC1)N(CCCCCC1=CC=C2CCCN(C2=N1)C(=O)OC(C)(C)C)C tert-butyl (R)-7-(5-((1-(tert-butoxycarbonyl)pyrrolidin-3-yl)(methyl)amino)pentyl)-3,4-dihydro-1,8-naphthyridine-1(2H)-carboxylate